FC1=C(C=CC=C1)[C@]1([C@@H]2CCN(C[C@H]12)C1=CN=C2C(=N1)NN=C2C2=C1C=CC=NC1=CC=C2)CN ((1S,6R,7R)-7-(2-fluorophenyl)-3-(3-(quinolin-5-yl)-1H-pyrazolo[3,4-b]pyrazin-6-yl)-3-azabicyclo[4.1.0]heptan-7-yl)methanamine